C=CC=CC=CC(C)C(=O)O octa-1,3,5-triene-7-carboxylic acid